FC(=C1OC(C(O1)(F)F)(C(F)(F)F)F)F 2-(difluoromethylene)-4,4,5-trifluoro-5-(trifluoromethyl)-1,3-dioxolane